C(=C)C=1C=NSN1 4-vinyl-1,2,5-thiadiazole